[1,4'-bipiperidine]-1'-carbonyl chloride hydrochloride Cl.N1(CCCCC1)C1CCN(CC1)C(=O)Cl